tert-butyl (3-(N-((4-(5-(tert-butyl)-1,2,4-oxadiazol-3-yl)bicyclo[2.2.2]octan-1-yl)methyl)-3-fluorobicyclo[1.1.1]pentane-1-carboxamido)phenyl)carbamate C(C)(C)(C)C1=NC(=NO1)C12CCC(CC1)(CC2)CN(C(=O)C21CC(C2)(C1)F)C=1C=C(C=CC1)NC(OC(C)(C)C)=O